ClC1=C(OC2=NC(=NC(=C2)C2=C(C=CC=C2C)C)NS(=O)(=O)C=2C=NN(C2)C)C=C(C=C1)N1CCN(CC1)C N-[4-[2-chloro-5-(4-methylpiperazin-1-yl)phenoxy]-6-(2,6-dimethylphenyl)pyrimidin-2-yl]-1-methyl-pyrazole-4-sulfonamide